FC(C1(CC1)COC=1C=CC2=C(C(=C(O2)C)C(=O)O)C1)F 5-((1-(difluoromethyl)cyclopropyl)methoxy)-2-methylbenzofuran-3-carboxylic acid